CC1=C(CP(C2=CC=CC=C2)(CC2=C(C=C(C=C2C)C)C)=O)C(=CC(=C1)C)C Bis(2,4,6-trimethylbenzyl)phenylphosphine oxide